OC1=C(C=C(C=C1C(C)(C)CC(C)(C)C)C(C)(C)CC(C)(C)C)N1N=C2C(=N1)C=CC=C2 2-(2'-hydroxy-3,5'-di-tert-octylphenyl)benzotriazole